(cis-3-(benzyloxy)cyclobutyl)methanol C(C1=CC=CC=C1)O[C@H]1C[C@H](C1)CO